2-cyano-3-(3,4-dimethoxy-5-nitrophenyl)-3-oxo-N-(thiazol-2-yl)propanamide C(#N)C(C(=O)NC=1SC=CN1)C(=O)C1=CC(=C(C(=C1)[N+](=O)[O-])OC)OC